O(C1=CC=C(C=C1)OC1=C2C(OC(C2=CC=C1)=O)=O)C1=CC=C(C=C1)OC1=C2C(OC(C2=CC=C1)=O)=O 5'-(oxybis(4,1-phenylene))bis(oxy)bis(isobenzofuran-1,3-dione)